C=1(C(=CC(=CC1)C)C)S(=O)(=O)C(=[N+]=[N-])S(=O)(=O)C=1C(=CC(=CC1)C)C bis(2,4-xylenesulfonyl)diazomethane